(RS)-2-(4-cyclopropyl-2,6-dimethylphenyl)-6-(1,4-dioxepan-5-yl)-2,5-dihydro-4H-pyrazolo[3,4-d]pyrimidin-4-one C1(CC1)C1=CC(=C(C(=C1)C)N1N=C2N=C(NC(C2=C1)=O)[C@@H]1OCCOCC1)C |r|